C(C1=CC=CC=C1)(=O)N1C(N(C=CC1=O)C1C(N(CC1)C1=CC=C(C=C1)OCCO)=O)=O 3-benzoyl-1-(1-(4-(2-hydroxyethoxy)phenyl)-2-oxopyrrolidin-3-yl)pyrimidine-2,4(1H,3H)-dione